[4-(6-Amino-pyridazin-3-yl)-piperidin-1-yl]-(2-ethyl-4'-trifluoromethyl-biphenyl-4-yl)-methanone NC1=CC=C(N=N1)C1CCN(CC1)C(=O)C1=CC(=C(C=C1)C1=CC=C(C=C1)C(F)(F)F)CC